O=C1CC/C(/O1)=C\C(=O)OC(C)(C)C tert-butyl (E)-2-(5-oxodihydrofuran-2(3H)-ylidene)acetate